tripropylene glycol distearate C(CCCCCCCCCCCCCCCCC)(=O)OC(C)COC(C)COC(C)COC(CCCCCCCCCCCCCCCCC)=O